C[Se]C dimethyl selenoether